4-bromo-2-(bromomethyl)-6-methoxybenzoate BrC1=CC(=C(C(=O)[O-])C(=C1)OC)CBr